C(C)(C)(C)OC(=O)N1CCN(CC1)C1=NC(=NC2=CC(=C(C=C12)Cl)Br)NC 4-[7-bromo-6-chloro-2-(methylamino)quinazolin-4-yl]piperazine-1-carboxylic acid tert-butyl ester